CC=1N=C(NC1)CCCCCCCCCCCC methyl-dodecyl-imidazole